ethyl N-{[(3S)-1-(4-carbamimidoylphenyl)-2-oxo-3-pyrrolidinyl]-carbamoyl}-β-alaninate C(N)(=N)C1=CC=C(C=C1)N1C([C@H](CC1)NC(=O)NCCC(=O)OCC)=O